7-Methyl-4-phenyl-3-(phenylethynyl)-2-(trifluoromethyl)quinoline CC1=CC=C2C(=C(C(=NC2=C1)C(F)(F)F)C#CC1=CC=CC=C1)C1=CC=CC=C1